CC1(CCC2=CC(=CC=C12)CCC=O)C 3-(1,1-dimethyl-2,3-dihydro-1H-inden-5-yl)propanal